3-isopropylcyclohexane-1,2-dicarboxylic acid dilithium salt [Li+].[Li+].C(C)(C)C1C(C(CCC1)C(=O)[O-])C(=O)[O-]